4-(4-(3-aminopropanoyl)-1,4-diazepan-1-yl)-6,7-dimethoxyquinoline-3-carbonitrile hydrochloride Cl.NCCC(=O)N1CCN(CCC1)C1=C(C=NC2=CC(=C(C=C12)OC)OC)C#N